BrC1=CC=C(C=C1)C=1CCC(CC1)C(=O)OCC Ethyl 4'-bromo-2,3,4,5-tetrahydro-[1,1'-biphenyl]-4-carboxylate